BrC1=CC(=NC=C1)N(C(C)=O)C N-(4-bromopyridin-2-yl)-N-methylacetamide